N-{3-[5-bromo-1-(2,6-dichlorobenzoyl)pyrrolo[2,3-b]pyridine-3-carbonyl]-4-fluoro-2-methoxyphenyl}-2-oxo-1,3-oxazolidine-3-sulfonamide BrC=1C=C2C(=NC1)N(C=C2C(=O)C=2C(=C(C=CC2F)NS(=O)(=O)N2C(OCC2)=O)OC)C(C2=C(C=CC=C2Cl)Cl)=O